CC1=C(N=C(S1)NC(CC=1C=C(OCCOCCNC(OC(C)(C)C)=O)C=CC1)=O)C=1C=C2CCN(C2=CC1)C(=O)C1=CN=CN1C tert-butyl (2-(2-(3-(2-((5-methyl-4-(1-(1-methyl-1H-imidazole-5-carbonyl)indolin-5-yl)thiazol-2-yl)amino)-2-oxoethyl)phenoxy)ethoxy)ethyl)carbamate